N,N'-Dimethyl-1,4-butanediamine CNCCCCNC